O1CCN(CC1)C1CCN(CC1)C=O (4-morpholinopiperidin-1-yl)methanone